OC1=C(C=C(C(=C1)C(=O)NC1=CC=C(C=C1)S(=O)(=O)O)O)CC(=O)O 2-(2,5-dihydroxy-4-(4-sulfophenylaminocarbonyl)phenyl)acetic acid